ClC1=C(CC=2C(=C(N)C=C(C2)C)C)C=CC=C1 3-(2-chlorobenzyl)-2,5-dimethyl-aniline